C[Pt](C1C=CC=C1)(C(C)=O)C dimethylacetyl-(cyclopentadienyl)platinum (IV)